1-phenyl-ethanone oxime C1(=CC=CC=C1)C(C)=NO